5-(3-Bromophenyl)-1-(difluoromethyl)-1H-1,2,3-triazole BrC=1C=C(C=CC1)C1=CN=NN1C(F)F